(E)-1-(3-ethyl-4-(hydroxymethyl)phenyl)ethane-1-one-O-(4-cyclopentyl-3-(trifluoromethyl)benzyl) oxime C1(CCCC1)C1=C(C=C(CO\N=C(/C)\C2=CC(=C(C=C2)CO)CC)C=C1)C(F)(F)F